5-amino-7-(4-bromophenyl)-3-(p-tolyl)-7H-thiazolo[3,2-a]pyrimidine-6-carbonitrile NC1=C(C(N=C2N1C(=CS2)C2=CC=C(C=C2)C)C2=CC=C(C=C2)Br)C#N